1-(5-Chloro-2-((6-methoxy-2-methyl-1,2,3,4-tetrahydroisoquinolin-7-yl)amino)pyrimidin-4-yl)-3-methylindoline-3-carboxylic acid ClC=1C(=NC(=NC1)NC1=C(C=C2CCN(CC2=C1)C)OC)N1CC(C2=CC=CC=C12)(C(=O)O)C